ClC1=CC(=C(C=C1)C1=NC(=NC2=C1N=C(N(C2=O)C)C)N2C[C@H](O[C@H](C2)C2=CC(=NC=C2)C)C)F 8-(4-Chloro-2-fluorophenyl)-2,3-dimethyl-6-((2R,6S)-2-methyl-6-(2-methylpyridin-4-yl)morpholino)pyrimido[5,4-d]pyrimidin-4(3H)-one